CC(=CCC/C(=C/CC/C(=C/CC/C(=C/CC/C(=C/CC/C(=C/CC/C(=C/CC/C(=C/CC/C(=C/CC/C(=C/CC1=C(C(=CC(=C1)C(=O)O)O)[O-])/C)/C)/C)/C)/C)/C)/C)/C)/C)C The molecule is a 3,4-dihydroxy-5-polyprenylbenzoate in which the polyprenyl chain contains 10 prenyl units; major species at pH 7.3. It is a conjugate base of a 3-decaprenyl-4,5-dihydroxybenzoic acid.